4-bromo-N-(6-methyl-3-oxo-2,3-dihydro-1,2,4-triazin-4(5H)-yl)benzenesulfonamide BrC1=CC=C(C=C1)S(=O)(=O)NN1C(NN=C(C1)C)=O